tert-butyl ((4-((2-((7-azabicyclo[2.2.1]heptan-7-yl)methyl)-6-fluorobenzyl)amino)-2,6-difluorophenyl)sulfonyl)(isothiazol-3-yl)carbamate C12CCC(CC1)N2CC2=C(CNC1=CC(=C(C(=C1)F)S(=O)(=O)N(C(OC(C)(C)C)=O)C1=NSC=C1)F)C(=CC=C2)F